4-(((1R)-3-(morpholin-4-yl)-1-((phenylsulfonyl)methyl)-propyl)amino)-3-((trifluoromethyl)sulfonyl)benzenesulfonamide N1(CCOCC1)CC[C@H](CS(=O)(=O)C1=CC=CC=C1)NC1=C(C=C(C=C1)S(=O)(=O)N)S(=O)(=O)C(F)(F)F